BrC1=C2C(=C(N(C2=CC=C1)S(=O)(=O)C1=CC=CC=C1)I)F E-4-bromo-3-fluoro-2-iodo-1-(benzenesulfonyl)-1H-indole